O1CCN(CC1)C=1C2=C(N=C(N1)NC1=NNC(=C1)C1=CC=C(C=C1)C)C=C(O2)C2=CC=NC=C2 4-morpholino-N-[5-(p-tolyl)-1H-pyrazol-3-yl]-6-(4-pyridyl)furo[3,2-d]pyrimidin-2-amine